(6-(difluoromethoxy)pyridin-3-yl)pyrimidine-2,4,5-triamine FC(OC1=CC=C(C=N1)C1=C(C(=NC(=N1)N)N)N)F